S1(C=CC=C1)CCCS thiol-1-propanethiol